4-palmityl-3-(3,5-di-tert-butyl-4-hydroxyphenyl)propionamide C(CCCCCCCCCCCCCCC)C1(C(C=C(C=C1C(C)(C)C)CCC(=O)N)C(C)(C)C)O